(5R,7S)-2,2-difluoro-7-(4-(methoxycarbonyl)phenyl)-8-azaspiro[4.5]decane-8-carboxylic acid tert-butyl ester C(C)(C)(C)OC(=O)N1[C@@H](C[C@@]2(CCC(C2)(F)F)CC1)C1=CC=C(C=C1)C(=O)OC